BrC=1C=C(C=CC1)[C@@H](C)NC1=NC(=NC2=CC(=C(C=C12)OC)OCCCCCCCN1CCCCC1)C (R)-N-(1-(3-bromophenyl)ethyl)-6-methoxy-2-methyl-7-((7-(piperidin-1-yl)-heptyl)oxy)quinazolin-4-amine